COC(OC)(OC)[SiH3] TrimethoxyMethyl-Silane